NC1=NC=2C=CC=CC2C2=C1N=C(N2CC(C)(O)C)CCO 1-(4-amino-2-(2-hydroxyethyl)-1H-imidazo[4,5-c]quinolin-1-yl)-2-methylpropan-2-ol